BrC=1C=C(CNC(=O)NC2=CC=C(C=C2)S(=O)(=O)N2CCCCC2)C=CC1F 1-(3-bromo-4-fluorobenzyl)-3-(4-(piperidin-1-ylsulfonyl)phenyl)urea